NC([C@H](C[C@H]1C(NCCC1)=O)NC(=O)C1N(CC2(C1)CCCCC2)C(=O)C=2NC1=CC=C(C(=C1C2)OC)Cl)=O N-((S)-1-amino-1-oxo-3-((S)-2-oxopiperidin-3-yl)propan-2-yl)-2-(5-chloro-4-methoxy-1H-indole-2-carbonyl)-2-azaspiro[4.5]decane-3-carboxamide